NCCCCN(CCCCCCCC(=O)OCCCC(CCCCC)CCCCC)CCCCCCCC(OCCCC(CCCCC)CCCCC)=O 4-pentylnonyl 8-[4-aminobutyl-[8-oxo-8-(4-pentylnonoxy)octyl]amino]octanoate